COC1=CC=C(C=C1)CC(=COCCC1=CC=CC=C1)C 1-methoxy-4-(2-methyl-3-phenylethoxyallyl)benzene